3-Vinyl-salicylic acid C(=C)C1=C(C(C(=O)O)=CC=C1)O